6-(4-((1H-indazol-5-yl)amino)-thieno[3,2-d]pyrimidin-2-yl)-N,N-dimethyl-1H-indole-2-carboxamide N1N=CC2=CC(=CC=C12)NC=1C2=C(N=C(N1)C1=CC=C3C=C(NC3=C1)C(=O)N(C)C)C=CS2